ClC=1N=C(C2=C(N1)N(C=C2I)COCC[Si](C)(C)C)Cl 2-[(2,4-dichloro-5-iodo-pyrrolo[2,3-d]pyrimidin-7-yl)methoxy]ethyl-trimethyl-silane